C(CCC)OCOCCCC(C)[Mg]I 4-butoxymethoxy-1-methylbutylmagnesium iodide